ClC1=CC=C(C(=O)N(C2CC2)CC2=C(C(=CC=C2S(=O)(=O)C)C(=O)C2=C(CCCC2=O)O)Cl)C=C1 4-chloro-N-(2-chloro-3-(2-hydroxy-6-oxocyclohex-1-enecarbonyl)-6-(methylsulfonyl)benzyl)-N-cyclopropylbenzamide